[C@H]12CN(C[C@H](CC1)N2)C2=NC(=NC=1C(N(N=CC12)C1=CC(=CC2=CC=C(C(=C12)C#C)F)O)=O)OC([2H])([2H])C1(CC1)CN1CCOCC1 4-((1R,5S)-3,8-Diazabicyclo[3.2.1]octan-3-yl)-7-(8-ethynyl-7-fluoro-3-hydroxynaphthalen-1-yl)-2-((1-(morpholinomethyl)cyclopropyl)methoxy-d2)pyrimido[4,5-d]pyridazin-8(7H)-one